C(CCCCCCCCCC=CCCCCCCC)(=O)O 11-Nonadecenoic acid